(1R,2S,5S)-N-[cyano(imidazo[1,2-a]pyridin-3-yl)methyl]-3-[(2S)-3,3-dimethyl-2-[(2,2,2-trifluoroacetyl)amino]butanoyl]-6,6-dimethyl-3-azabicyclo[3.1.0]hexane-2-carboxamide C(#N)C(NC(=O)[C@@H]1[C@H]2C([C@H]2CN1C([C@H](C(C)(C)C)NC(C(F)(F)F)=O)=O)(C)C)C1=CN=C2N1C=CC=C2